methyl 4-(2-(3-(benzyloxy) cyclobutyl)-3-fluorophenyl)-2-methyl-5-oxo-1,4,5,7-tetrahydrofuro[3,4-b]pyridine-3-carboxylate C(C1=CC=CC=C1)OC1CC(C1)C1=C(C=CC=C1F)C1C2=C(NC(=C1C(=O)OC)C)COC2=O